FC=1C=CC(=C(C1)NS(=O)(=O)C1=CC=C(C=C1)S(=O)(=O)N(C)C)N1CCCCC1 N1-(5-fluoro-2-(piperidin-1-yl)phenyl)-N4,N4-dimethylbenzene-1,4-disulfonamide